ClC=1C=C(C(=NC1)N1C([C@H](N(C(C1)=O)CC1=CC=C(C=C1)C(F)(F)F)[C@@H](C)O)=O)F (R)-1-(5-chloro-3-fluoro-pyridin-2-yl)-3-((R)-1-hydroxyethyl)-4-(4-(trifluoromethyl)benzyl)-piperazine-2,5-dione